CC1(CCN(CC1)C(=O)OC(C)(C)C)N1N=CC(=C1)C(=O)C=1C=2C3=C(C(NC3=CC1)=O)C=CC2 tertbutyl 4-methyl-4-[4-(2-oxo-1H-benzo[cd]indole-6-carbonyl)pyrazol-1-yl]piperidine-1-carboxylate